5,8-dichloro-3,4-dimethylpyrido[4',3':4,5]Thieno[2,3-c]Pyridazine ClC1=CN=C(C2=C1C1=C(N=NC(=C1C)C)S2)Cl